C(C)(C)(C)OC(=O)N1CC2(C1)CN(C2)C=2C=NC=CC2Cl.ClC2=C(C=NC=C2)N2CC1(CN(C1)C(=O)OC(C)(C)C)C2 tert-butyl 6-(4-chloropyridin-3-yl)-2,6-diazaspiro[3.3]heptane-2-carboxylate tert-Butyl-6-(4-chloropyridin-3-yl)-2,6-diazaspiro[3.3]heptane-2-carboxylate